S1C2=C(C=C1)C(=CC=C2)N2CCN(CC2)CCCCOC2=CC=C1CCC(N(C1=C2)COC(COCCOCCOC)=O)=O [2-(2-Methoxyethoxy)ethoxy]acetic acid 7-[4-(4-benzo[b]thiophen-4-ylpiperazin-1-yl)butoxy]-2-oxo-3,4-dihydro-2H-quinolin-1-ylmethyl ester